(4-octyloxyphenyl)diphenyl-sulfonium tetrakis(3,5-bis-trifluoromethylphenyl)borate FC(C=1C=C(C=C(C1)C(F)(F)F)[B-](C1=CC(=CC(=C1)C(F)(F)F)C(F)(F)F)(C1=CC(=CC(=C1)C(F)(F)F)C(F)(F)F)C1=CC(=CC(=C1)C(F)(F)F)C(F)(F)F)(F)F.C(CCCCCCC)OC1=CC=C(C=C1)[S+](C1=CC=CC=C1)C1=CC=CC=C1